N-(2-(2-methoxyethyl)-4,5-dimethyl-4,5-dihydro-2H-[1,2,3]triazolo[4,5-c][1,7]naphthyridin-6-yl)cyclopropanecarboxamide COCCN1N=C2C(C(N(C=3C(=NC=CC23)NC(=O)C2CC2)C)C)=N1